ClC=1C=C(/C=C/C2=CC(=C(C=C2)O)CNC2=CC=C(C=C2)N2CCN(CC2)S(=O)(=O)C)C=CC1Cl (E)-4-(3,4-dichlorostyryl)-2-(((4-(4-(methylsulfonyl)piperazin-1-yl)phenyl)amino)methyl)phenol